C(=O)(O)C(C=1C(NC(NC1)=O)=O)O 5-(carboxyhydroxymethyl)uracil